C(C)C1=CC=C(C=C1)C(C#N)CC(C1=CC=CC=C1)=O 2-(4-ethylphenyl)-4-oxo-4-phenylbutyronitrile